C1(CC1)C=1N=C2N(C=C(C=C2)C=2C=C3C(=NC=NC3=CC2)N(C2=CC=CC=C2)CC)C1 6-(2-cyclopropylimidazo[1,2-a]pyridin-6-yl)-N-ethyl-N-phenylquinazolin-4-amine